C(\C=C\C(=O)O)(=O)O.CN(CCC1=CN(C2=CC=CC=C12)C)C N,N-dimethyl-2-(1-methyl-1H-indol-3-yl)ethan-1-amine fumarate salt